C1(CCC1)OC=1C=CC(=C(C1)C1=CN=C(N1)[C@H](CCCCCC(=O)C=1OC=CN1)NC(=O)[C@H]1CC12CCN(CC2)CC)F (1S)-N-[(1S)-1-{5-[5-(cyclobutyloxy)-2-fluorophenyl]-1H-imidazol-2-yl}-7-(1,3-oxazol-2-yl)-7-oxoheptyl]-6-ethyl-6-azaspiro[2.5]octane-1-carboxamide